benzene picrate C1([N+](=O)[O-])=CC([N+](=O)[O-])=CC([N+](=O)[O-])=C1O.C1=CC=CC=C1